methyl 3-(N-[[(2S,4R)-4-(2,3-dichloro-6-methoxyphenyl)pyrrolidin-2-yl]methyl]-2-methoxyacetamido)-2-methylpropanoate ClC1=C(C(=CC=C1Cl)OC)[C@H]1C[C@H](NC1)CN(C(COC)=O)CC(C(=O)OC)C